Lysylleucine N[C@@H](CCCCN)C(=O)N[C@@H](CC(C)C)C(=O)O